C(C)(C)(C)OC(=O)N1CCC2(CNCN2)CC1 1,3,8-triazaspiro[4.5]Decane-8-carboxylic acid tert-butyl ester